(9-ethyl-6-(2-methylbenzoyl)-9H-carbazol-3-yl)(4-fluoro-2-methylphenyl)methanone C(C)N1C2=CC=C(C=C2C=2C=C(C=CC12)C(=O)C1=C(C=C(C=C1)F)C)C(C1=C(C=CC=C1)C)=O